CO[Si](CCCNCCNCCN)(OC)OC N'-[2-(3-trimethoxysilylpropylamino)ethyl]ethane-1,2-diamine